C(C)[C@]1(C2C3CC[C@@]4([C@@]([C@@]3(CC[C@@H]2CCC1)[C@H](C)CC[C@](C(F)(F)F)(C)O)(CC1[C@@H]4C1)C)C)O (2aS,4S,6aS,6bS,8aS,8bS,9aS,10aS,10bR)-4-ethyl-6a,8a-dimethyl-8b-((2R,5S)-6,6,6-trifluoro-5-hydroxy-5-methylhexan-2-yl)octadecahydrocyclopropa[3,4]cyclopenta[1,2-a]phenanthren-4-ol